FC1=CC(=C(OC2=CC=C(C(=O)[O-])C=C2)C(=C1)C)C 4-(4-fluoro-2,6-dimethylphenoxy)benzoate